(2S,3S,4R,5R)-5-(6-(benzylamino)-2-(thiophen-3-yl)-9H-purin-9-yl)-3,4-dihydroxy-N-methyl-tetrahydrofuran-2-carboxamide C(C1=CC=CC=C1)NC1=C2N=CN(C2=NC(=N1)C1=CSC=C1)[C@H]1[C@@H]([C@@H]([C@H](O1)C(=O)NC)O)O